S-(2-hydroxyethyl)-L-cysteine methyl ester COC([C@@H](N)CSCCO)=O